ClC1=C(C=CC=C1)[C@H]1CC[C@H](N1C(=O)C1CCN(CC1)C1=C(C=C(C=C1)C(F)(F)F)OC)C(=O)O (2S,5R)-5-(2-chlorophenyl)-1-(1-(2-methoxy-4-(trifluoromethyl)phenyl)piperidine-4-carbonyl)pyrrolidine-2-carboxylic acid